O=C1NC(CCC1N1C(C2=CC=CC(=C2C1=O)NC1CC(C1)OCCCN(C(OCC1=CC=CC=C1)=O)C)=O)=O 1-Benzyl N-[3-[3-[[2-(2,6-dioxo-3-piperidyl)-1,3-dioxo-isoindolin-4-yl]amino] cyclobutoxy] propyl]-N-methyl-carbamate